COC(=O)C12CCC(CC1)(CC2)CNC2=CC(=NC1=CC(=CC=C21)C2=NNC=C2)N.COC2=NC=C(C(=N2)OC)C=2N=NN(C2)C 2,4-dimethoxy-5-(1-methyl-1H-1,2,3-triazol-4-yl)pyrimidine methyl-4-(((2-amino-7-(1H-pyrazol-3-yl)quinolin-4-yl)amino)methyl)bicyclo[2.2.2]octane-1-carboxylate